(6-(4-(quinoxalin-2-yl)-1H-pyrazol-1-yl)spiro[3.3]heptan-2-yl)methylamine N1=C(C=NC2=CC=CC=C12)C=1C=NN(C1)C1CC2(CC(C2)CN)C1